NC=1N=C(C2=C(N1)C(=NN2CC2=C(C=C(C=N2)C=2CCN(CC2)C(=O)OC(C)(C)C)OC)C)O tert-butyl 6-((5-amino-7-hydroxy-3-methyl-1H-pyrazolo[4,3-d]pyrimidin-1-yl) methyl)-5-methoxy-3',6'-dihydro-[3,4'-bipyridine]-1'(2'H)-carboxylate